(S)-3-fluoropyrrolidine hydrogen chloride Cl.F[C@@H]1CNCC1